COC1=C(C=CC=C1)NC(CCSC(F)(F)F)=O N-(2-methoxyphenyl)-3-(trifluoromethylthio)-propionamide